6-bromoacetyl-2,2-dimethyl-4H-benzo[1,3]dioxine BrCC(=O)C=1C=CC2=C(COC(O2)(C)C)C1